3-(benzyloxy)2-(2-cyclopropylethoxy)-6-iodopyridine C(C1=CC=CC=C1)OC=1C(=NC(=CC1)I)OCCC1CC1